C(=O)C1(CC1)CC#N 2-(1-formylcyclopropyl)acetonitrile